C(=C)NCC(C)C N-vinylisobutylamine